(Z)-4-(1-(4-amino-2-fluoro-but-2-en-1-yl)-6-(trifluoromethyl)-1H-benzo[d]imidazol-4-yl)-N,N-dimethylbenzenesulfonamide NC\C=C(\CN1C=NC2=C1C=C(C=C2C2=CC=C(C=C2)S(=O)(=O)N(C)C)C(F)(F)F)/F